6-butyl-5-((2-fluorophenyl)(methyl)amino)-2,4-dihydroxynicotinic acid ethyl ester C(C)OC(C1=C(N=C(C(=C1O)N(C)C1=C(C=CC=C1)F)CCCC)O)=O